8-benzyloxy-3-iodo-imidazo[1,2-a]pyridine C(C1=CC=CC=C1)OC=1C=2N(C=CC1)C(=CN2)I